COC(CCC[C@@H](C(=O)N(CC=1SC=CC1)CC=1SC=CC1)NC(=O)OC(C)(C)C)=O (5S)-6-[bis(2-thienylmethyl)amino]-5-[(tert-butoxycarbonyl)amino]-6-oxohexanoic acid methyl ester